(R)-4-(3H-[1,2,3]triazolo[4,5-b]pyridin-3-yl)-2-fluoro-N-(piperidin-3-yl)-N-(6-(thiophen-2-yl)isoquinolin-1-yl)benzamide N1=NN(C2=NC=CC=C21)C2=CC(=C(C(=O)N(C1=NC=CC3=CC(=CC=C13)C=1SC=CC1)[C@H]1CNCCC1)C=C2)F